COC1=CC=C(C=C1)C(C(=O)NCC1=C2CN(C(C2=CC=C1)=O)C1C(NC(CC1)=O)=O)=O 2-(4-methoxyphenyl)-N-((2-(2,6-dioxopiperidin-3-yl)-1-oxoisoindolin-4-yl)methyl)-2-oxoacetamide